5-methoxy-1,2,3,4-tetrahydronaphthalene-2-amine COC1=C2CCC(CC2=CC=C1)N